N1-(3-aminopropyl)butane-1,4-diamine NCCCNCCCCN